CC1(C2=CC=CC=C2OC=2C=CC=CC12)C 9,9-di-Methyl-xanthene